(S)-2-(1-Cyclopropyl-3-methyl-4-oxo-1,4-dihydro-5H-pyrazolo[3,4-d]pyridazin-5-yl)-N-(1-(4-(methyl-d3)phenyl)ethyl)acetamid C1(CC1)N1N=C(C2=C1C=NN(C2=O)CC(=O)N[C@@H](C)C2=CC=C(C=C2)C([2H])([2H])[2H])C